4,5-β-trihydroxy-N-methylphenethylamine CNC[C@@H](C1=CC(=C(C=C1)O)O)O